Br\C(\C(=O)OCC)=N/NC ethyl (Z)-2-bromo-2-(2-methylhydrazono)acetate